C(#N)C1=CC=C(C=C1)CS(=O)(=O)NC=1C=2C3=C(C(N(C3=CC1)CC)=O)C=CC2 (4-cyanophenyl)-N-(1-ethyl-2-oxo-1,2-dihydrobenzo[cd]indol-6-yl)methanesulfonamide